C(C)(C)(C)OC(=O)N(CCN1C(CCC1C(=O)OCC)C(=O)OCC)C Diethyl 1-(2-((tert-butoxycarbonyl)(methyl)amino)ethyl)pyrrolidine-2,5-dicarboxylate